FC1(CN(CC2=CN3C(=C(N=C3N=C12)C1=NC(=NN1)C(F)(F)F)C1=CN=CN1)C(C)=O)F 1-[13,13-difluoro-6-(1H-imidazol-5-yl)-5-[3-(trifluoromethyl)-1H-1,2,4-triazol-5-yl]-2,4,7,11-tetraazatricyclo[7.4.0.03,7]trideca-1,3,5,8-tetraen-11-yl]ethan-1-one